6-(6-cyclopropyl-8-fluoro-1-oxoisoquinolin-2(1H)-yl)benzyl acetate C(C)(=O)OCC1=CC=CC=C1N1C(C2=C(C=C(C=C2C=C1)C1CC1)F)=O